C(#N)COC1=C(C(=C(C=C1)C1=CN=C(N1C)C(=O)NC1=CC(=C(C=C1)C(NCCCN1CCNCC1)=O)C)F)F 5-[4-(Cyanomethoxy)-2,3-difluorophenyl]-1-methyl-N-[3-methyl-4-(3-piperazin-1-ylpropylcarbamoyl)phenyl]imidazol-2-carboxamid